4,4'-bis-(sulfostyryl)-biphenyl disodium salt [Na+].[Na+].S(=O)(=O)([O-])C(=CC1=CC=CC=C1)C1=CC=C(C=C1)C1=CC=C(C=C1)C(=CC1=CC=CC=C1)S(=O)(=O)[O-]